N-(2-chloro-4-methylphenyl)-6-methyl-4-[(1-methylcyclopropyl)amino]furo[2,3-d]pyrimidine-5-carboxamide ClC1=C(C=CC(=C1)C)NC(=O)C1=C(OC=2N=CN=C(C21)NC2(CC2)C)C